C(C)OC(C(C(=O)C)C#N)=O 2-cyanoacetoacetic acid ethyl ester